6-Methyl-N-[4-(1-propyl-piperidin-3-yl)-phenyl]-5-(4-pyridin-3-yl-pyrimidin-2-ylamino)-nicotinamide CC1=NC=C(C(=O)NC2=CC=C(C=C2)C2CN(CCC2)CCC)C=C1NC1=NC=CC(=N1)C=1C=NC=CC1